ClC1=CC2=C(OCC(N2)=O)C=C1F 6-chloro-7-fluoro-2H-benzo[b][1,4]oxazin-3(4H)-one